2-((1-methylpiperidin-4-yl)oxy)-5-((1S,5R)-5-(trifluoromethyl)-3-azabicyclo[3.1.0]hexan-1-yl)-1,3,4-oxadiazole CN1CCC(CC1)OC=1OC(=NN1)[C@@]12CNC[C@]2(C1)C(F)(F)F